4-chloro-2-(1-(difluoromethyl)-1H-1,2,3-triazol-4-yl)benzonitrile ClC1=CC(=C(C#N)C=C1)C=1N=NN(C1)C(F)F